CC(C=O)=CC 2-methyl-2-Butenal